FC1(CCC(C=2N(C1)N=C1C2CN(CC1)C(=O)OC(C)(C)C)(F)F)CO Tert-butyl 8,11,11-trifluoro-8-(hydroxymethyl)-3,4,8,9,10,11-hexahydro-1H-pyrido[4',3':3,4]pyrazolo[1,5-a]azepine-2(7H)-carboxylate